(2-(4-chlorophenyl)-2-methylpropanoyl)-L-tyrosyl-D-glutamic acid ClC1=CC=C(C=C1)C(C(=O)N[C@@H](CC1=CC=C(C=C1)O)C(=O)N[C@H](CCC(=O)O)C(=O)O)(C)C